C1N(CCC2=CC=CC=C12)C[C@H](CN1CCOC2=C(C1=O)C=CC(=C2)OC2CCN(CC2)C2COC2)O 4-[(2R)-3-(3,4-dihydro-1H-isoquinolin-2-yl)-2-hydroxy-propyl]-8-[[1-(oxetan-3-yl)-4-piperidinyl]oxy]-2,3-dihydro-1,4-benzoxazepin-5-one